COC(=O)C1N(C(SC1)(C(C)(C)C)CCNC(=O)OC(C)(C)C)C=O 2-(((tert-butyloxycarbonyl)amino)ethyl)-2-(tert-butyl)-3-formylthiazolidine-4-carboxylic acid methyl ester